zirconium n-pentanol C(CCCC)O.[Zr]